5-(2-((2-propoxymethyl) pyridin-5-yl) pyrazolo[1,5-a]pyridin-3-yl)-2-azaspiro[3.5]Nonane-2-carboxylate CC(C)OCC1=NC=C(C=C1)C1=NN2C(C=CC=C2)=C1C1C2(CN(C2)C(=O)[O-])CCCC1